C(C=C)C1C(NC(NC1=O)=O)=O allylbarbituric acid